2-((((9H-Fluoren-9-yl)methoxy)carbonyl)(methyl)amino)-3-(3-methoxy-4-(((tetrahydro-2H-pyran-2-yl)oxy)carbamoyl)phenyl)propanoic acid C1=CC=CC=2C3=CC=CC=C3C(C12)COC(=O)N(C(C(=O)O)CC1=CC(=C(C=C1)C(NOC1OCCCC1)=O)OC)C